CC1=C(C(=O)NCC2=NC=CC=C2)C=C(C=C1)[N+](=O)[O-] 2-methyl-5-nitro-N-(pyridin-2-ylmethyl)benzamide